ClC=1C(=C(C=CC1)NC=1C(=NN2C1C(NCC2)=O)C2=C(C=NC=C2)C#CC2(CC2)C(F)F)OC 3-[(3-chloro-2-methoxyphenyl)amino]-2-(3-{2-[1-(difluoromethyl)cyclopropyl]ethynyl}pyridin-4-yl)-5H,6H,7H-pyrazolo[1,5-a]pyrazin-4-one